BrC1=C(C=C2C(=NC(=NC2=C1F)Cl)N(C)C1CC(C1)(C)O[Si](C)(C)C(C)(C)C)C(F)(F)F 7-bromo-N-((1s,3s)-3-((tert-butyldimethylsilyl)oxy)-3-methylcyclobutyl)-2-chloro-8-fluoro-N-methyl-6-(trifluoromethyl)quinazolin-4-amine